C(C)C=1C=C(C=CC1)C[C@H](N)B1O[C@@]2([C@H](O1)C[C@H]1C([C@@H]2C1)(C)C)C (R)-2-(3-ethylphenyl)-1-((3aS,4S,6S,7aR)-3a,5,5-trimethylhexahydro-4,6-methanobenzo[d][1,3,2]dioxaborol-2-yl)ethan-1-amine